CC1=C(C=CC=C1)CCNC1=NC(=NC=C1C(=O)N)NC=1C=NN(C1)C 4-((2-methylphenylethyl)amino)-2-((1-methyl-1H-pyrazol-4-yl)amino)pyrimidin-5-carboxamide